[I-].[I-].[I-].[NH4+].[NH4+].[NH4+] ammonium tri-iodide